ClC=1C(=NC(=NC1)OC)NC1=NNC2=CC(=CC=C12)[C@@H]1C[C@@]12C(NC1=CC=C(C=C21)OC)=O (1R,2S)-2-{3-[(5-chloro-2-methoxypyrimidin-4-yl)amino]-1H-indazol-6-yl}-5'-methoxyspiro[cyclopropane-1,3'-indol]-2'(1'H)-one